ClC1=NC=NC2=CC(=C(C=C12)OC)O[C@H]1COCC1 (R)-4-chloro-6-methoxy-7-((tetrahydrofuran-3-yl)oxy)quinazoline